2-(4-aminophenyl)-7-(2-morpholin-4-yl-ethoxy)imidazo[2,1-b]-[1,3]benzothiazole NC1=CC=C(C=C1)C=1N=C2SC3=C(N2C1)C=CC(=C3)OCCN3CCOCC3